6-[4-fluoro-2-(piperidin-4-yl)-1,3-benzothiazol-6-yl]-2-methylimidazo[1,2-b]pyridazine FC1=CC(=CC2=C1N=C(S2)C2CCNCC2)C=2C=CC=1N(N2)C=C(N1)C